F[C@@H]1CC2(CCC(N2C1)COC1CC1)CO ((2R)-2-fluoro-5-(cyclopropoxymethyl)tetrahydro-1H-pyrrolizin-7a(5H)-yl)methanol